C1(CCCCC1)C(C(=O)NC1CCCCC1)N1C(=NC2=C1C=CC=C2)C2=CC=C(C=C2)C2=CC(=C(C=C2)Cl)Cl 2,N-dicyclohexyl-2-[2-(3',4'-dichloro-biphenyl-4-yl)-benzimidazol-1-yl]-acetamide